N=1N=NC(C1)=O 1,2,3-triazolone